tert-butyl (3s,5r)-3-[3-[[6-amino-1-methyl-3-[2-(methylamino)-2-oxo-ethoxy]-2-oxo-8-quinolinyl] oxy] propyl]-4,4-difluoro-5-methyl-piperidine-1-carboxylate NC=1C=C2C=C(C(N(C2=C(C1)OCCC[C@H]1CN(C[C@H](C1(F)F)C)C(=O)OC(C)(C)C)C)=O)OCC(=O)NC